N-(5-Bromo-2-(4-methyl-1,4-diazepan-1-yl)pyridin-3-yl)benzenesulfonamide BrC=1C=C(C(=NC1)N1CCN(CCC1)C)NS(=O)(=O)C1=CC=CC=C1